BrC1=NC=CC(=C1)N1CCC(CC1)C(OC)OC 2-bromo-4-[4-(dimethoxymethyl)-1-piperidyl]pyridine